Tetrabutylammonium butyl-trinaphthylborate 4-chlorophenyl-(5R)-3,3-difluoro-5-[(5R)-5-methyl-1,1-dioxo-1λ6,2-thiazolidin-2-yl]piperidine-1-carboxylate ClC1=CC=C(C=C1)OC(=O)N1CC(C[C@H](C1)N1S([C@@H](CC1)C)(=O)=O)(F)F.C(CCC)[B-](C1=CC=CC2=CC=CC=C12)(C1=CC=CC2=CC=CC=C12)C1=CC=CC2=CC=CC=C12.C(CCC)[N+](CCCC)(CCCC)CCCC